thenyl-(thenyl)amine C1(=CC=CS1)CNCC1=CC=CS1